COC1=C(C=CC=C1C(F)(F)F)[C@@H]1[C@H](O[C@@]([C@@H]1C)(C(F)(F)F)C)C(=O)NC1=CC(=NC=C1)C(=O)N (2S,3R,4R,5S)-4-[[3-[2-methoxy-3-(trifluoromethyl)phenyl]-4,5-dimethyl-5-(trifluoromethyl)tetrahydrofuran-2-carbonyl]amino]pyridine-2-carboxamide